FC1=CC=C(C(=N1)C)OC1=C(C(=O)NC2=CC(=CC=C2)[S@@](=O)(=NC([C@@H](C)O)=O)C)C=CC(=C1)C(F)(F)F 2-((6-fluoro-2-methylpyridin-3-yl)oxy)-N-(3-((R)-N-((R)-2-hydroxypropanoyl)-S-methylsulfonimidoyl)phenyl)-4-(trifluoromethyl)benzamide